ethyl (E)-4-[2-[2-[2-[2-[2-[2-[2-[bis(tertbutoxycarbonyl)amino]ethoxy]ethoxy]-ethoxy]ethoxy]ethoxy] ethoxy]ethoxy]but-2-enoate C(C)(C)(C)OC(=O)N(CCOCCOCCOCCOCCOCCOCCOC/C=C/C(=O)OCC)C(=O)OC(C)(C)C